4-(((di-tert-butoxyphosphoryl)oxy)methoxy)-4-oxobutanoic acid C(C)(C)(C)OP(=O)(OC(C)(C)C)OCOC(CCC(=O)O)=O